N-(5-(2-(2-oxa-7-azaspiro[3.5]nonan-7-yl)acetamido)-2-methylpyridin-3-yl)-7-(1-methyl-1H-pyrazol-4-yl)-[1,2,4]triazolo[4,3-a]pyridine-3-carboxamide C1OCC12CCN(CC2)CC(=O)NC=2C=C(C(=NC2)C)NC(=O)C2=NN=C1N2C=CC(=C1)C=1C=NN(C1)C